4-amino-7-chloro-N-(cyclopropylmethyl)-N-((5-(trifluoromethyl)-2-pyridinyl)methyl)-1,3-dihydrofuro[3,4-c]quinoline-8-carboxamide NC1=NC=2C=C(C(=CC2C2=C1COC2)C(=O)N(CC2=NC=C(C=C2)C(F)(F)F)CC2CC2)Cl